4-[4-[[6-(4-cyclopropyl-6-methoxy-pyrimidin-5-yl)-2,2-dioxo-3H-isothiazolo[3,4-d]pyrimidin-1-yl]methyl]phenyl]-2-[(4-methoxyphenyl)methyl]phthalazin-1-one C1(CC1)C1=NC=NC(=C1C1=NC=C2C(=N1)N(S(C2)(=O)=O)CC2=CC=C(C=C2)C2=NN(C(C1=CC=CC=C21)=O)CC2=CC=C(C=C2)OC)OC